isopentenyl-tin C(CC(=C)C)[Sn]